OCC(CC=1N(C(=CC1)C)C1=CC=C(C#N)C=C1)CO 4-(2-(3-hydroxy-2-(hydroxymethyl)propyl)-5-methyl-1H-pyrrol-1-yl)benzonitrile